ClC(C1=NC(=NO1)C1=CC=2N(C=C1)C=C(N2)CN=S(=O)(CC=2C=NN(C2)C)C)(F)F (((7-(5-(chlorodifluoromethyl)-1,2,4-oxadiazol-3-yl)imidazo[1,2-a]pyridin-2-yl)methyl)imino)(methyl)((1-methyl-1H-pyrazol-4-yl)methyl)-λ6-sulfanone